NN1CCN(CC1)C(CN1C(C=CC1=O)=O)=O 1-[2-(4-aminopiperazin-1-yl)-2-oxoethyl]-1H-pyrrol-2,5-dion